CO[C@@H](C)C1=C(C=CC=C1)C1=NC=C2NC(N(C2=N1)CC1=CC=C(C=C1)C=1N(C=C(N1)C(F)(F)F)C)=O (S)-2-(2-(1-methoxyethyl)phenyl)-9-(4-(1-methyl-4-(trifluoromethyl)-1H-imidazol-2-yl)benzyl)-7,9-dihydro-8H-purin-8-one